3-((6aR,8R,9R,9aS)-9-hydroxy-2,2,4,4-tetraisopropyltetrahydro-6H-furo[3,2-f][1,3,5,2,4]trioxadisilocin-8-yl)-1-(4-methoxybenzyl)pyrimidine-2,4(1H,3H)-dione O[C@H]1[C@@H](O[C@H]2[C@H]1O[Si](O[Si](OC2)(C(C)C)C(C)C)(C(C)C)C(C)C)N2C(N(C=CC2=O)CC2=CC=C(C=C2)OC)=O